COC(=O)C1=CC(=NC2=NC(=CC=C12)C1=C(C=C(C=C1C)C)OC)C1CN(CCC1)C(=O)OC(C)(C)C.N1CCC(CC1)CCCC1CCN(CC1)C=O (4-(3-(piperidin-4-yl)propyl)piperidin-1-yl)methanone methyl-2-(1-tert-butoxycarbonyl-3-piperidyl)-7-(2-methoxy-4,6-dimethyl-phenyl)-1,8-naphthyridine-4-carboxylate